acryloxyhexyloxybenzophenone C(C=C)(=O)OCCCCCCOC1=C(C(=O)C2=CC=CC=C2)C=CC=C1